C(CCC)OCC1OCOCC1 4-butyloxymethyl-1,3-dioxane